COC1=CC=C(C=C1)C(C1=CNC2=CC=CC=C12)S(=O)(=O)C1=CC=C(C=C1)C 3-[(4-methoxyphenyl)(4-methylbenzenesulfonyl)methyl]-1H-Indole